n-butyl (3E,5Z)-5-(2-formylnaphthalen-1-yl)-3,5-decadienoate C(=O)C1=C(C2=CC=CC=C2C=C1)/C(/C=C/CC(=O)OCCCC)=C\CCCC